OC1=CC=C(C=C1)N1CC(C1)N(S(=O)(=O)C1=CC=C2C=CNC2=C1)C N-[1-(4-hydroxyphenyl)azetidin-3-yl]-N-methyl-1H-indole-6-sulfonamide